N-(3-(cyclopropanesulfonamido)-4-hydroxyphenyl)-4'-(trifluoromethyl)-[1,1'-biphenyl]-4-carboxamide C1(CC1)S(=O)(=O)NC=1C=C(C=CC1O)NC(=O)C1=CC=C(C=C1)C1=CC=C(C=C1)C(F)(F)F